Cl.OC1C(CNCC1)C(=O)OC methyl 4-hydroxypiperidine-3-carboxylate hydrochloride salt